N-(2-(3-(2-((1,5-dimethyl-1H-pyrazol-3-yl)amino)-5-methylpyrimidin-4-yl)-1H-indol-7-yl)-1-oxoisoindolin-4-yl)oxazole-4-carboxamide CN1N=C(C=C1C)NC1=NC=C(C(=N1)C1=CNC2=C(C=CC=C12)N1C(C2=CC=CC(=C2C1)NC(=O)C=1N=COC1)=O)C